COC=1C2=C(SC1C(=O)NC)CCCC2 Methoxy-N-methyl-4,5,6,7-tetrahydrobenzo[b]thiophene-2-carboxamide